C(#N)C=1C=C(C=C2CCN(CC12)C(CNC(\C=C\C1=CC=C(C=C1)C(F)(F)F)=O)=O)CC(=O)O 2-[8-cyano-2-[2-[[(E)-3-[4-(trifluoromethyl)phenyl]prop-2-enoyl]amino]acetyl]-3,4-dihydro-1H-isoquinolin-6-yl]acetic acid